C(C)C1=C(C=CC(=C1)O)O 2-ethylbenzene-1,4-diol